BrC=1C=C2C(=NC=NC2=C(C1)I)N 6-bromo-8-iodoquinazolin-4-amine